Pentadeuterophenylarsine Oxide [2H]C1=C(C(=C(C(=C1[AsH2]=O)[2H])[2H])[2H])[2H]